(R/S)-3-(4-(2-amino-6-isopropylpyrimidin-4-yl)piperazin-2-yl)-4-bromo-N-(2-(dimethylamino)ethyl)benzamide NC1=NC(=CC(=N1)N1C[C@H](NCC1)C=1C=C(C(=O)NCCN(C)C)C=CC1Br)C(C)C |r|